C(C)(C)(C)OC(=O)N[C@@H](C(=O)O)CC1=CC=CC=C1 (R)-2-((tert-butoxycarbonyl)amino)-3-phenylpropanoic acid